BrC(C)C1=CC=C(C=C1)C(C)C 1-(1-bromoethyl)-4-isopropylbenzene